FC1=C(C=C(C(=C1)C)C=1C=C2C=NN(C2=C(C1)N1CCOCC1)C1CN(CC1)C)C1=NNC=C1C(=O)N {2-fluoro-4-methyl-5-[1-(1-methylpyrrolidin-3-yl)-7-(morpholin-4-yl)indazol-5-yl]phenyl}pyrazole-4-carboxamide